C(CCCCCCCCCCCCCCCCCCC)(=O)OCCCCCCCCCCCCCC Tetradecyl eicosanoate